O-methylcytidine 5'-triphosphate P(O)(=O)(OP(=O)(O)OP(=O)(O)O)OC[C@@H]1[C@H]([C@H]([C@@H](O1)N1C(=O)N=C(N)C=C1)OC)O